C1(=CC=CC=C1)C1=C(OC2=CC=C3C=CC(=C4C5=CC=CC6=CC=CC(C2=C34)=C56)OC5=C(C=CC=C5C5=CC=CC=C5)C5=CC=CC=C5)C(=CC=C1)C1=CC=CC=C1 1,6-di(2,6-diphenylphenoxy)perylene